2-trifluoromethyl-4,4'-diaminodiphenyl ether C1=CC(=CC=C1N)OC2=C(C=C(C=C2)N)C(F)(F)F